CC1(OC(=CCO1)CC(C)=O)C 2,2-dimethyl-6-(2-oxopropyl)-4H-1,3-dioxin